BrC=1C(=CC(=C(C1)NC(=O)N[C@@H](C)C=1N(N=CN1)C1=NC=CC=N1)C)F 1-(5-bromo-4-fluoro-2-methyl-phenyl)-3-[(1S)-1-(2-pyrimidin-2-yl-1,2,4-triazol-3-yl)ethyl]urea